ethyl (3S)-3-(4-chloro-1-methyl-1H-benzotriazol-5-yl)-3-(7-{[(6S)-6-ethyl-2-hydroxy-5,6,7,9-tetrahydro-8H-pyrido[2,3-c]azepin-8-yl]methyl}-1-benzothiophen-5-yl)propanoate ClC1=C(C=CC=2N(N=NC21)C)[C@@H](CC(=O)OCC)C=2C=C(C1=C(C=CS1)C2)CN2CC1=C(C[C@@H](C2)CC)C=CC(=N1)O